[NH4+].C(CSSCCS(=O)(=O)[O-])S(=O)(=O)[O-].[NH4+] 2,2'-dithiobis-ethanesulfonic acid ammonium salt